Methylenediurea C(NC(=O)N)NC(=O)N